OC[C@@H]([C@H]([C@@H]([C@@H](CO)O)O)O)NS(=O)(=O)C1=CC=CC=C1 N-[(2S,3R,4S,5R)-1,3,4,5,6-pentahydroxyhexane-2-yl]Benzenesulfonamide